CN(C(C1=CC(=CC=C1)C1=C(N=C2N1C=CC=N2)C2=CC(=NC=C2)C)=O)C N,N-Dimethyl-3-(2-(2-methylpyridin-4-yl)imidazo[1,2-a]pyrimidin-3-yl)benzamide